2-methylsulfanyl-6-(2-nitrophenoxy)-8-(3-piperidyl)pyrido[2,3-d]pyrimidin-7-one CSC=1N=CC2=C(N1)N(C(C(=C2)OC2=C(C=CC=C2)[N+](=O)[O-])=O)C2CNCCC2